4-oxopentanoic acid naphthalen-1-ylmethyl ester C1(=CC=CC2=CC=CC=C12)COC(CCC(C)=O)=O